C(C)(C)(C)C1(CCN(CC1)C1=C(C=CC=C1)NS(=O)(=O)C1=CC=C(C=C1)S(=O)(=O)N(C)C)O N1-(2-(4-(tert-butyl)-4-hydroxypiperidin-1-yl)phenyl)-N4,N4-dimethylbenzene-1,4-disulfonamide